2-pyrrolidino-1,4-Benzoquinone N1(CCCC1)C=1C(C=CC(C1)=O)=O